ClC=1C=CC(=NC1)COC1=NN=C(S1)NC(C1=C(N=CC=C1)N1[C@@H](COCC1)C)=O (R)-N-(5-((5-chloropyridin-2-yl)methoxy)-1,3,4-thiadiazol-2-yl)-2-(3-methylmorpholino)nicotinamide